5-(2,4-difluorophenoxy)-N-[2-(dimethylamino)ethyl]-1-(2-methylpropyl)indazole-6-carboxamide FC1=C(OC=2C=C3C=NN(C3=CC2C(=O)NCCN(C)C)CC(C)C)C=CC(=C1)F